FC(CN1C(=NC(=C1)C(F)(F)F)C1=CC=C(C(=O)OC)C=C1)(F)F methyl 4-[1-(2,2,2-trifluoroethyl)-4-(trifluoromethyl)imidazol-2-yl]benzoate